1-pentanol N,N-dipentylaminoacetate C(CCCC)N(CCCCC)CC(=O)OCCCCC